ClC1=NC2=C(CO1)C=CC=C2 chloro-4H-3,1-benzoxazine